C(C)OC(=O)C=1N(C(=CC1C)C)C1=CC=CC=C1 3,5-dimethyl-1-phenyl-1H-pyrrole-2-carboxylic acid ethyl ester